Ethyl 3-{[(2,5-dichlorophenyl)methyl]carbamoyl}-4,5-dihydro-1,2-oxazole-5-carboxylate ClC1=C(C=C(C=C1)Cl)CNC(=O)C1=NOC(C1)C(=O)OCC